FC1=C2C=CNC2=CC(=C1OC=1C=CC(=C(C(=O)OC)C1)F)F methyl 5-((4,6-difluoro-1H-indol-5-yl)oxy)-2-fluorobenzoate